C(C)(=O)N1CCC(CC1)N1C(N(C2=C1C=CC=C2)CC2=NC=C(C=C2)C=2OC(=NN2)C(F)F)=O 1-(1-Acetylpiperidin-4-yl)-3-((5-(5-(difluoromethyl)-1,3,4-oxadiazol-2-yl)pyridin-2-yl)methyl)-1,3-dihydro-2H-benzo[d]imidazol-2-one